ONCCC1=CNC2=CC=CC=C12 hydroxy-tryptamine